3-(1-methyl-4,5-dihydro-1H-pyrrol-2-yl)pyridine CN1C(=CCC1)C=1C=NC=CC1